C[C@H](C1=CC=CC=C1)NC(=O)CCC(=O)O (R)-(+)-N-(1-phenylethyl)succinamic acid